ClC1=C(C(=CC=C1)F)N1N=C(C=C1)C(=O)N 1-(2-chloro-6-fluorophenyl)-1H-pyrazole-3-carboxamide